ClC=1C=CC2=C(C(C[C@@H](O2)C(=O)NC23CC(C2)(C3)C=3OC(=NN3)COC3=CC(=C(C=C3)Cl)F)=O)C1 (2R)-6-chloro-N-(3-{5-[(4-chloro-3-fluorophenoxy)methyl]-1,3,4-oxadiazol-2-yl}bicyclo[1.1.1]pentan-1-yl)-4-oxo-3,4-dihydro-2H-1-benzopyran-2-carboxamide